ClC=1C2=C(N=C(N1)C(C)C)C=CC=N2 4-chloro-2-isopropyl-pyrido[3,2-d]pyrimidine